C1(CCCC1)NC(O[C@H]1C[C@H](CC1)C=1NN=C(C1)NC(COC1=C(C(=CC=C1)OCC1=CC=CC=C1)C=O)=O)=O (1R,3S)-3-(5-{2-[3-(benzyloxy)-2-formylphenoxy]acetamido}-2H-pyrazol-3-yl)cyclopentyl N-cyclopentyl-carbamate